F[C@@H]1CN(CC[C@@H]1NC(OC(C)(C)C)=O)C1=CN=C2C(=N1)N(C=C2I)COCC[Si](C)(C)C tert-butyl N-[(3R,4S)-3-fluoro-1-(7-iodo-5-{[2-(trimethylsilyl) ethoxy]methyl}-5H-pyrrolo[2,3-b]pyrazin-3-yl) piperidin-4-yl]carbamate